6-(Spiro[3.3]heptan-2-ylamino)pyrimidine-4-carboxylic acid C1C(CC12CCC2)NC2=CC(=NC=N2)C(=O)O